C(C)OC(=O)C1=C(N(C2=CC=C(C(=C12)CN1CCCCC1)O)C1=CC(=CC=C1)F)C 1-(3-fluorophenyl)-5-hydroxy-2-methyl-4-(piperidin-1-ylmethyl)-1H-indole-3-carboxylic acid ethyl ester